(S)-4-(7-(3,5-difluorophenyl)-5-(2-oxoazetidin-1-yl)-7H-pyrrolo[2,3-d]pyrimidin-4-yl)-3-methylpiperazine-1-carboxylic acid tert-butyl ester C(C)(C)(C)OC(=O)N1C[C@@H](N(CC1)C=1C2=C(N=CN1)N(C=C2N2C(CC2)=O)C2=CC(=CC(=C2)F)F)C